5,6-diamyl-1,10-phenanthroline C(CCCC)C1=C2C=CC=NC2=C2N=CC=CC2=C1CCCCC